8-chloro-5-((2-(2-((6-fluoro-[1,2,4]triazolo[4,3-a]pyridin-7-yl)amino)ethyl)-2-azaspiro[3.3]heptan-6-yl)oxy)-3,4-dihydroisoquinolin-1(2H)-one ClC=1C=CC(=C2CCNC(C12)=O)OC1CC2(CN(C2)CCNC2=CC=3N(C=C2F)C=NN3)C1